N-(benzo[d]thiazol-5-ylmethyl)-1-(2-(4-(trifluoromethyl)phenyl)-2H-pyrazolo[3,4-d]pyrimidin-4-yl)piperidine-3-carboxamide S1C=NC2=C1C=CC(=C2)CNC(=O)C2CN(CCC2)C=2C=1C(N=CN2)=NN(C1)C1=CC=C(C=C1)C(F)(F)F